ClC=1C=CC(=NC1)C1(OC2=C(C=CC=C2C(C1)=O)C1CCNCC1)C 2-(5-Chloro-2-pyridinyl)-2-methyl-8-(4-piperidinyl)chroman-4-one